(R)-1-(6-(6-(2-(3-fluorophenyl)pyrrolidin-1-yl)imidazo[1,2-b]Pyridazin-3-yl)-[2,4'-bipyridine]-2'-yl)piperidin-4-ol FC=1C=C(C=CC1)[C@@H]1N(CCC1)C=1C=CC=2N(N1)C(=CN2)C2=CC=CC(=N2)C2=CC(=NC=C2)N2CCC(CC2)O